N-[[6-(isoxazole-5-carbonyl)-6-azaspiro[2.5]octan-2-yl]methyl]furo[2,3-c]pyridine-2-carboxamide O1N=CC=C1C(=O)N1CCC2(C(C2)CNC(=O)C2=CC=3C(=CN=CC3)O2)CC1